6-bromo-2H-1,4-benzoxazin-3(4H)-one BrC=1C=CC2=C(NC(CO2)=O)C1